COC1=C(C=NC=C1)C1=CC2=C(C(=N1)C)C=NN2C2=CC(=CC(=N2)C=2C=NN(C2)CCO)N2[C@@H]([C@H](C2)CS(=O)(=O)C)C 2-(4-(6-(6-(4-methoxypyridin-3-yl)-4-methyl-1H-pyrazolo[4,3-c]pyridin-1-yl)-4-((2R,3S)-2-methyl-3-((methylsulfonyl)methyl)azetidin-1-yl)pyridin-2-yl)-1H-pyrazol-1-yl)ethan-1-ol